2-(1-benzhydrylpiperidin-4-yl)-6-(trifluoromethoxy)-1,2,3,4-tetrahydroisoquinoline C(C1=CC=CC=C1)(C1=CC=CC=C1)N1CCC(CC1)N1CC2=CC=C(C=C2CC1)OC(F)(F)F